bismuth magnesium titanium oxide [O-2].[Ti+4].[Mg+2].[Bi+3]